BrC1=C2N=CC(=C2C(CC1)=O)SC(F)(F)F 4-bromo-1-(trifluoromethylthio)-5,6-dihydro-7H-3-azainden-7-one